N-(((2S,5S)-5-(4-chlorobenzyl)-4-(4-(1,5-dimethyl-1H-pyrazol-3-yl)cyclohexyl)morpholin-2-yl)methyl)-2H-1,2,3-triazole-4-carboxamide hydrochloride Cl.ClC1=CC=C(C[C@H]2CO[C@H](CN2C2CCC(CC2)C2=NN(C(=C2)C)C)CNC(=O)C2=NNN=C2)C=C1